CN(C(C(C)(C)C)=O)[C@H](C(F)(F)F)C1=NC=C(C=C1)NC1CC2=CC(=C(C(=C2C1)F)F)F N-Methyl-N-((1S)-2,2,2-trifluoro-1-(5-((4,5,6-trifluoro-2,3-dihydro-1H-inden-2-yl)amino)pyridin-2-yl)ethyl)pivalamide